BrC=1C(=C(\C=N\C2=CC3=C(NC(=N3)C=3C(NC=CC3)=O)C=C2)C=C(C1O)Br)O (E)-3-(5-((3,5-dibromo-2,4-dihydroxybenzylidene)amino)-1H-benzo[d]imidazol-2-yl)pyridin-2(1H)-one